BrC1=CC(=NN1C)CCNC(OC(C)(C)C)=O tert-butyl (2-(5-bromo-1-methyl-1H-pyrazol-3-yl)ethyl)carbamate